3-((3,5-difluoro-4-((2-(trifluoromethyl)pyrimidin-5-yl)oxy)benzyl)oxy)-9a-methyl-6,7,8,9,9a,10-hexahydro-1H-pyrido[1',2':3,4]imidazo[1,2-c]pyrimidin-1-one FC=1C=C(COC=2C=C3N(C(N2)=O)CC2(N3CCCC2)C)C=C(C1OC=1C=NC(=NC1)C(F)(F)F)F